cis-dimethyl-(N,N'-tetramethyl-ethylenediamine) palladium (II) [Pd+2].CC(C(N(C)C)C)N(C)C